5-((5-Chloro-2-((2R,6S)-2,6-dimethylmorpholino)pyrimidin-4-yl)amino)-3-(3-hydroxy-3-methylbutyl)-1-methyl-1,3-dihydro-2H-benzo[d]imidazol-2-on ClC=1C(=NC(=NC1)N1C[C@H](O[C@H](C1)C)C)NC1=CC2=C(N(C(N2CCC(C)(C)O)=O)C)C=C1